ClC1=CC(=C(C=C1)C(C(=O)O)(F)F)OCC 2-(4-chloro-2-ethoxyphenyl)-2,2-difluoroacetic acid